BrC=1C=C(C=CC1[N+](=O)[O-])N1C(CN(CC1)C)=O 1-(3-bromo-4-nitrophenyl)-4-methylpiperazine-2-one